N[C@@H]1CN(CC1)C(=O)C=1SC(=CC1C)C1=CC=C(C=C1)C1(COC1)N(C)C (S)-(3-aminopyrrolidin-1-yl)(5-(4-(3-(dimethylamino)oxetan-3-yl)phenyl)-3-methylthiophen-2-yl)methanone